2-chloro-N-methyl-pyrimidine-5-carboxamide ClC1=NC=C(C=N1)C(=O)NC